lithium fluoride borate salt B(O)(O)O.[F-].[Li+]